O1C(=NC=C1)CC1=CC=2C=NC=3C=CC=CC3C2N1 2-[(Oxazol-2-yl)methyl]-1H-pyrrolo[3,2-c]Quinoline